FC1=C(C=C(C=C1)F)[C@@H]1N(C[C@H](C1)F)C1=NN(C2=NC=C(C=C21)C(=O)O)COCC[Si](C)(C)C 3-((2R,4S)-2-(2,5-difluorophenyl)-4-fluoropyrrolidin-1-yl)-1-((2-(trimethylsilyl)ethoxy)methyl)-1H-pyrazolo[3,4-b]pyridine-5-carboxylic acid